2-((S)-1-acryloyl-4-(7-((4-methoxynaphthalen-1-yl)methyl)-2-(((S)-1-methylpyrrolidin-2-yl)methoxy)imidazo[2,1-f][1,2,4]triazin-4-yl)piperazin-2-yl)acetonitrile C(C=C)(=O)N1[C@H](CN(CC1)C1=NC(=NN2C1=NC=C2CC2=CC=C(C1=CC=CC=C21)OC)OC[C@H]2N(CCC2)C)CC#N